4-(5-methylisoxazol-4-yl)-[1,1'-biphenyl]-2-amine CC1=C(C=NO1)C=1C=C(C(=CC1)C1=CC=CC=C1)N